FC1=C(C=CC(=C1C)F)C1=CN=C2C(=N1)NN=C2 6-(2,4-Difluoro-3-methyl-phenyl)pyrazolo[3,4-b]pyrazin